FC(C)(F)C=1C=C(C(=O)O)C=CC1 3-(1,1-difluoroethyl)benzoic acid